6-methoxy-1-(2-methoxyvinyl)naphthalene COC=1C=C2C=CC=C(C2=CC1)C=COC